COC1=CC=2C(C3=CC(=CC=C3C2C=C1N1C=NC(=C1)C)C1=C(C=CC=C1)OC)=O 2-methoxy-7-(2-methoxyphenyl)-3-(4-methyl-1H-imidazol-1-yl)-9H-fluoren-9-one